benzyl N-[2-[3-[[2-(2,6-dioxo-3-piperidyl)-1,3-dioxo-isoindolin-4-yl]amino] cyclobutoxy]ethyl]-N-methyl-carbamate O=C1NC(CCC1N1C(C2=CC=CC(=C2C1=O)NC1CC(C1)OCCN(C(OCC1=CC=CC=C1)=O)C)=O)=O